(R)-3-amino-5-phenylpentanoic acid N[C@@H](CC(=O)O)CCC1=CC=CC=C1